C(C)(C)(C)OC(=O)N1C(=CC2(COC2)CC1)OS(=O)(=O)C(F)(F)F.CN1C(=NN=C1)N1CCNCC1 1-(4-methyl-1,2,4-triazol-3-yl)piperazine tert-Butyl-6-(trifluoromethanesulfonyloxy)-2-oxa-7-azaspiro[3.5]non-5-ene-7-carboxylate